CC1=CC=C(C(=O)OC(C(C(C(=O)O)O)O)=O)C=C1 dl-O'-p-methylbenzoyl-tartaric acid